BrC1=C2CCN(C(C2=CN=C1)=O)CC=1N=C2N(C=C(C=C2)C)C1 5-bromo-2-({6-methylimidazo[1,2-a]pyridin-2-yl}methyl)-1,2,3,4-tetrahydro-2,7-naphthyridin-1-one